FC1=CC=C(C=C1)CC(=O)NC1=C(C=C(C=C1C)C)C1=C(C=CC=C1)OC 2-(4-Fluoro-phenyl)-N-(2'-methoxy-3,5-dimethyl-biphenyl-2-yl)-acetamide